5-Bromo-1-cyclohexylisoquinoline BrC1=C2C=CN=C(C2=CC=C1)C1CCCCC1